5-bromo-8-(((3S,4S)-4-methoxy-1-methylpyrrolidin-3-yl)oxy)-2,3,4,9-tetrahydro-10H-pyrano[2,3-f]quinazolin-10-one BrC1=C2C(=C3C(NC(=NC3=C1)O[C@H]1CN(C[C@@H]1OC)C)=O)OCCC2